10-hydroxymyristic acid OC(CCCCCCCCC(=O)O)CCCC